3-[1-[[3-[2-(3-hydroxypropylamino)ethoxy]-5,7-dimethyl-1-adamantyl]methyl]-5-methyl-pyrazol-4-yl]pyridine-2-carboxylic acid OCCCNCCOC12CC3(CC(CC(C1)(C3)C)(C2)C)CN2N=CC(=C2C)C=2C(=NC=CC2)C(=O)O